CC1(N(CCN(C1)S(=O)(=O)C)C=1C=C2C(=CN1)NN=C2)C 5-(2,2-Dimethyl-4-(methylsulfonyl)piperazin-1-yl)-1H-pyrazolo[3,4-c]pyridine